Tert-butyl 2-[2-[2-[2-[3-[1-(2,6-dioxo-3-piperidyl)-3-methyl-2-oxo-benzimidazol-5-yl]prop-2-ynoxy]ethoxy]ethoxy]ethoxy]acetate O=C1NC(CCC1N1C(N(C2=C1C=CC(=C2)C#CCOCCOCCOCCOCC(=O)OC(C)(C)C)C)=O)=O